4-fluorophenylethylamine hydroiodic acid salt I.FC1=CC=C(C=C1)CCN